4-[5-(difluoromethyl)-1-methyl-pyrazol-3-yl]-5-methoxy-2-(trifluoromethyl)quinazoline FC(C1=CC(=NN1C)C1=NC(=NC2=CC=CC(=C12)OC)C(F)(F)F)F